ClC=1C=C(C=CC1Cl)C(CC(C(=O)OC)=O)=O methyl 4-(3,4-dichlorophenyl)-2,4-dioxobutanoate